isononyl pyromellitate C(C=1C(C(=O)[O-])=CC(C(=O)[O-])=C(C(=O)[O-])C1)(=O)OCCCCCCC(C)C